ammonium thiazolamide S1C(=NC=C1)C(=O)N.[NH4+]